methylenebis-montanate C(CCCCCCCCCCCCCCCCCCCCCCCCCCCC(=O)[O-])CCCCCCCCCCCCCCCCCCCCCCCCCCCC(=O)[O-]